C(C)[C@@]1(C2=C(NC=3N=CC=CC13)CC(CC2=O)(C)C)C2=CC(=CC=C2)C2=CC=NC=1CCCCC21 (R)-5-ethyl-8,8-dimethyl-5-(3-(5,6,7,8-tetrahydroquinolin-4-yl)phenyl)-5,8,9,10-tetrahydrobenzo[b][1,8]naphthyridin-6(7H)-one